2,6-Difluoro-N-(2-methoxy-5-(4-(piperazin-1-yl)quinazolin-6-yl)pyridin-3-yl)benzenesulfonamide FC1=C(C(=CC=C1)F)S(=O)(=O)NC=1C(=NC=C(C1)C=1C=C2C(=NC=NC2=CC1)N1CCNCC1)OC